tert-butyl (S)-2-((3-(benzo[b]thiophen-3-yl)-2-fluorophenyl)carbamoyl)azepane-1-carboxylate S1C2=C(C(=C1)C=1C(=C(C=CC1)NC(=O)[C@H]1N(CCCCC1)C(=O)OC(C)(C)C)F)C=CC=C2